[C@@H]1([C@H](O)[C@@H](O)[C@H](O[C@H]2[C@H](O)[C@@H](O)[C@@H](O)[C@H](O2)CO)[C@H](O1)CO)N=[N+]=[N-] β-D-Lactosyl azide